(+/-)-trans-2-(pyrrolidin-1-yl)cyclohexanol N1(CCCC1)[C@H]1[C@@H](CCCC1)O |r|